C(=O)(OC(C)(C)C)N[C@@H](CC1=CC=C(C=C1)C#N)C(=O)O Boc-4-cyano-L-phenylalanine